CC1(OB(OC1(C)C)C=1C=NN(C1)C1CCN(CC1)C(=O)OC(C)(C)C)C tertButyl 4-[4-(4,4,5,5-tetramethyl-1,3,2-dioxaborolan-2-yl)-pyrazol-1-yl]piperidine-1-formate